C(CCC)N[C@H]1[C@@H](C1)C=1C=C2CCN(C2=CC1)S(=O)(=O)C1=CC=CC=C1 trans-N-butyl-2-(1-(phenylsulfonyl)indolin-5-yl)cyclopropylamine